FC1(CN(C1)C(=O)C1=CC=C(COC=2C(C=C(OC2)CN2CC3=CC=C(C=C3C2)OC)=O)C=C1)F 5-((4-(3,3-difluoroazetidine-1-carbonyl)benzyl)oxy)-2-((5-methoxyisoindolin-2-yl)methyl)-4H-pyran-4-one